(3-(trifluoromethyl)phenyl)pyrimidine-2,4-diamine FC(C=1C=C(C=CC1)C=1C(=NC(=NC1)N)N)(F)F